CN1N=CC2=CC(=CC=C12)N 1-methyl-1H-indazol-5-amin